C(C)N(CC)CCN(CCOC(OC(CCCCCCCCCC(=O)OCC(CCCCCC)CCCC)CCCCCC)=O)CCOC(CCCCCC)=O 2-butyloctyl 3-ethyl-6-(2-(heptanoyloxy) ethyl)-12-hexyl-10-oxo-9,11-dioxa-3,6-diazaheneicosane-21-carboxylate